di-tert-hexyl phthalate C(C=1C(C(=O)OC(C)(C)CCC)=CC=CC1)(=O)OC(C)(C)CCC